tert-butyl 6-[4-(3,4-dichloro-2-fluoro-anilino)pyrido[3,2-d]pyrimidin-6-yl]-2,6-diazaspiro[3.3]heptane-2-carboxylate ClC=1C(=C(NC=2C3=C(N=CN2)C=CC(=N3)N3CC2(CN(C2)C(=O)OC(C)(C)C)C3)C=CC1Cl)F